(R)-5-cyano-N-(1-(2-hydroxy-2-(4-methyl-1-carbonyl-1,3-dihydroisobenzofuran-5-yl)ethyl)piperidin-4-yl)-4-methoxypyridinecarboxamide C(#N)C=1C(=CC(=NC1)C(=O)NC1CCN(CC1)C[C@@H](C=1C(=C2COC(C2=CC1)=C=O)C)O)OC